(R)-4'-(4-aminopiperidin-1-yl)-3'-fluoro-N-((5-fluoro-2-hydroxyphenyl)(1H-indol-2-yl)methyl)-5-methyl-[1,1'-biphenyl]-3-carboxamide NC1CCN(CC1)C1=C(C=C(C=C1)C1=CC(=CC(=C1)C)C(=O)N[C@@H](C=1NC2=CC=CC=C2C1)C1=C(C=CC(=C1)F)O)F